(2R,3R)-N-(2-cyclohexyl-4-((4-(trifluoromethyl)benzyl)amino)phenyl)-2,3-difluoroheptanamide C1(CCCCC1)C1=C(C=CC(=C1)NCC1=CC=C(C=C1)C(F)(F)F)NC([C@H]([C@@H](CCCC)F)F)=O